tert-butyl N-(8-bromo-7-fluoro-3,4-dihydro-2H-pyrano[3,2-b]pyridin-6-yl)carbamate BrC1=C2C(=NC(=C1F)NC(OC(C)(C)C)=O)CCCO2